ClC=1C=C(C(=C(C1)C1=C2C(=NC=C1)C=C(S2)CN2C(C1C(C1C2=O)(C)C)=O)NC2CNCC2)C 3-((7-(5-chloro-3-methyl-2-(pyrrolidin-3-ylamino)phenyl)thieno[3,2-b]pyridin-2-yl)methyl)-6,6-dimethyl-3-azabicyclo[3.1.0]hexane-2,4-dione